3-amino-5-(4-fluorophenyl)-N-(2-methoxybenzyl)-6-(1-methyl-6-oxo-1,6-dihydropyridin-3-yl)pyrazine-2-carboxamide NC=1C(=NC(=C(N1)C1=CC=C(C=C1)F)C1=CN(C(C=C1)=O)C)C(=O)NCC1=C(C=CC=C1)OC